COC(=O)C1(CCC2(C(CC3=CC=CC=C23)CC(CO)CC2=CC=CC=C2)CC1)NC1=CC(=CC=C1)Cl.COC1=CC(=NC=C1)C#CC 4-methoxy-2-(prop-1-yn-1-yl)pyridine methyl-(1r,4r)-2'-(2-benzyl-3-hydroxypropyl)-4-(3-chloroanilino)-2',3'-dihydrospiro[cyclohexane-1,1'-indene]-4-carboxylate